5-(2-fluoro-6-methylphenyl)-3-(2-methylisoindolin-5-yl)-1H-pyrazolo[4,3-c]pyridazin-6(5H)-one FC1=C(C(=CC=C1)C)N1N=C2C(=CC1=O)NN=C2C=2C=C1CN(CC1=CC2)C